C(C)(=O)C1=C(C=C(C=C1)Br)N(C(C(=O)OCC)=O)C(C)C ethyl 2-((2-acetyl-5-bromophenyl)(isopropyl)amino)-2-oxoacetate